[O-2].[O-2].[O-2].[O-2].[O-2].[Nb+5].[Nb+5] niobium pentoxide